COC1=CC=C(C=C1)C(OCCCN(CC(=O)N[C@@H](CC1=CNC=N1)C(=O)OC)CCCOP(N(C(C)C)C(C)C)OCCC#N)(C1=CC=CC=C1)C1=CC=C(C=C1)OC Methyl N-(3-(bis(4-methoxyphenyl)(phenyl)methoxy)propyl)-N-(3-(((2-cyanoethoxy) (diisopropylamino)phosphanyl)oxy)propyl)glycyl-L-histidinate